3-hexadecenyl-succinic anhydride C(=CCCCCCCCCCCCCCC)C1CC(=O)OC1=O